4-{5-[(2,3-dichloropyridin-4-yl)sulfanyl]pyrazin-2-yl}-1',3'-dihydrospiro[cyclohexane-1,2'-inden]-3'-amine ClC1=NC=CC(=C1Cl)SC=1N=CC(=NC1)C1CCC2(CC3=CC=CC=C3C2N)CC1